Pentan-3-yl ((((2S,3S,4R,5R)-5-(4-amino-2-oxopyrimidin-1(2H)-yl)-2,4-difluoro-3-hydroxy-4-methyltetrahydrofuran-2-yl)methoxy)(phenoxy)phosphoryl)-L-alaninate NC1=NC(N(C=C1)[C@H]1[C@]([C@@H]([C@@](O1)(F)COP(=O)(OC1=CC=CC=C1)N[C@@H](C)C(=O)OC(CC)CC)O)(C)F)=O